benzyl-N-(N-(tert-butylcarbonyl)sulfamoyl)-L-serine methyl ester COC([C@@H](N(S(NC(=O)C(C)(C)C)(=O)=O)CC1=CC=CC=C1)CO)=O